COC(C1=CC(=CC(=C1)OC[C@@H]1NC(COC1)=O)C=1SC(=CN1)C)=O 3-(5-methyl-1,3-thiazol-2-yl)-5-{[(3R)-5-oxomorpholin-3-yl]methoxy}benzoic acid methyl ester